2-(4-chloro-3-methylphenoxy)-2-methylpropionic acid ClC1=C(C=C(OC(C(=O)O)(C)C)C=C1)C